[2-(4-hydroxy-2-methylphenyl)-1-methylpyrrolo[2,3-c]pyridin-5-yl]cyclopropanecarboxamide OC1=CC(=C(C=C1)C1=CC=2C(=CN=C(C2)C2(CC2)C(=O)N)N1C)C